1-(5,6,7,8-tetrahydronaphthalen-2-yl)cyclohexane-1,4-diamine C1=C(C=CC=2CCCCC12)C1(CCC(CC1)N)N